FC(C1(CCCC1)OCC)(F)F 2-((1-(trifluoromethyl)cyclopentyl)oxy)ethane